5-bromo-N-methyl-2,3-dihydro-1H-indene-1-carboxamide BrC=1C=C2CCC(C2=CC1)C(=O)NC